5-bromo-N-(2-(tert-butylamino)-1-(2-chloro-5-fluorophenyl)-2-carbonylethyl)-2-fluoro-N-(4-methoxybenzyl)-4-methyl-3-nitroaniline BrC=1C(=C(C(=C(N(CC2=CC=C(C=C2)OC)C(C(=C=O)NC(C)(C)C)C2=C(C=CC(=C2)F)Cl)C1)F)[N+](=O)[O-])C